tetrakis(2,4-dit-butyl-5-methylphenyl)[1,1-biphenyl]-4,4'-diylbisphosphonite C(C)(C)(C)C1=C(C=C(C(=C1)C(C)(C)C)C)OP(OC1=C(C=C(C(=C1)C)C(C)(C)C)C(C)(C)C)C1=CC=C(C=C1)C1=CC=C(C=C1)P(OC1=C(C=C(C(=C1)C)C(C)(C)C)C(C)(C)C)OC1=C(C=C(C(=C1)C)C(C)(C)C)C(C)(C)C